C(C)(CCC)S sec-amyl mercaptan